C(=O)[O-].NC(C[N+](C)(C)CCOCCNC(C1=C(C=C(C=C1)NC(=O)C=1N(C(=CN1)C1=C(C(=C(C=C1)OCC#N)F)F)C)Cl)=O)=O (2-amino-2-oxo-ethyl)-[2-[2-[[2-chloro-4-[[5-[4-(cyanomethoxy)-2,3-difluoro-phenyl]-1-methyl-imidazole-2-carbonyl]amino]benzoyl]amino]ethoxy]ethyl]-dimethyl-ammonium formate